6-HYDROXY-5-QUINOLINECARBOXALDEHYDE OC1=C(C=2C=CC=NC2C=C1)C=O